1-(4-((4-((2',4'-difluoro-4,5'-dimethoxy-[1,1'-biphenyl]-3-yl)amino)-7-methoxy-quinazolin-6-yl)oxy)piperidin-1-yl)prop-2-en-1-one FC1=C(C=C(C(=C1)F)OC)C1=CC(=C(C=C1)OC)NC1=NC=NC2=CC(=C(C=C12)OC1CCN(CC1)C(C=C)=O)OC